O1CCN(CC1)CC1(CC1)C(=O)[O-].[Li+] lithium 1-(morpholinomethyl)cyclopropane-1-carboxylate